(1R,4R)-N1-(4-(5-(cyclobutyl-methyl)-1-methyl-1H-pyrazol-4-yl)pyrimidin-2-yl)cyclohexane-1,4-diamine C1(CCC1)CC1=C(C=NN1C)C1=NC(=NC=C1)NC1CCC(CC1)N